1-(6-Nitropyridin-3-yl)azetidin-3-ol [N+](=O)([O-])C1=CC=C(C=N1)N1CC(C1)O